(2S)-2-((difluoromethoxy)methyl)-4-(1-(4-(trifluoromethyl)phenyl)ethyl)piperazine-1-carboxylic acid tert-butyl ester C(C)(C)(C)OC(=O)N1[C@@H](CN(CC1)C(C)C1=CC=C(C=C1)C(F)(F)F)COC(F)F